FC1(C(N(C2=C(O1)C=C(C(=C2)C2=C(C(=C(C(=C2F)F)F)F)F)F)CC2=CC=C(C=C2)CC(=O)OC)=O)F methyl 2-(4-((2,2,7-trifluoro-3-oxo-6-(perfluorophenyl)-2,3-dihydro-4H-benzo[b][1,4]oxazin-4-yl)methyl)phenyl)acetate